O1C(CCCC1)N1N=C(C=2NC=3C=CC=CC3C21)C#N 1-(tetrahydro-2H-pyran-2-yl)-1,4-dihydropyrazolo[4,3-b]indole-3-carbonitrile